FC1=CC2=C(N(C(=N2)C)COCC[Si](C)(C)C)C(=C1OC1=CC=C2N=CC(=NC2=C1)C=1C=NN(C1)CC1(CC1)OC1OCCCC1)F 7-((5,7-Difluoro-2-methyl-1-((2-(trimethylsilyl)ethoxy)methyl)-1H-benzo[d]imidazol-6-yl)oxy)-2-(1-((1-((tetrahydro-2H-pyran-2-yl)oxy)cyclopropyl)methyl)-1H-pyrazol-4-yl)quinoxaline